C(C)OC1=C(C(=O)NC(C)C2=CC(=CC=C2)C=2N=NC=CC2)C=C(C=C1)NC(C(C)C)=O 2-ethoxy-5-isobutyrylamino-N-(1-(3-(pyridazin-3-yl)phenyl)ethyl)benzamide